BrC1=CC(=C(C=N1)S(=O)(=O)N1CCC(CC1)(C(=O)NC\C=C\C#N)F)C1=C(C=CC=C1)Cl (E)-1-((6-bromo-4-(2-chlorophenyl)pyridin-3-yl)sulfonyl)-N-(3-cyanoallyl)-4-fluoropiperidine-4-carboxamide